(4-((4-(3-(3-(4-Acetamidopiperidin-1-yl)propoxy)-2-chlorophenyl)-2,3-dihydro-1H-inden-1-yl)oxy)-5-chloro-2-((5-cyanopyridin-3-yl)methoxy)benzyl)-L-homoserin C(C)(=O)NC1CCN(CC1)CCCOC=1C(=C(C=CC1)C1=C2CCC(C2=CC=C1)OC1=CC(=C(CN[C@@H](CCO)C(=O)O)C=C1Cl)OCC=1C=NC=C(C1)C#N)Cl